C(C)(C)(C)OC(=O)N1[C@@H]([C@@H](O[C@@H](C1)C)C)CNC1=NC=C(C(=C1F)C)C(F)(F)F.N1=CCNCCCNCCNCCC1 1,4,8,11-tetraazacyclotetradecaneN tert-Butyl-(2S,3R,6R)-3-(((3-fluoro-4-methyl-5-(trifluoromethyl)pyridin-2-yl)amino)methyl)-2,6-dimethylmorpholine-4-carboxylate